cis-3-dodecene-1,1-dicarboxylic acid C(C\C=C/CCCCCCCC)(C(=O)O)C(=O)O